FC1=C(C=C(C=C1)C1=C(C=C(C=C1C)C)CCCCC=C)[C@H](CC(=O)OCC)NC([C@@H](CC=C)O)=O Ethyl (S)-3-(4-fluoro-2'-(hex-5-en-1-yl)-4',6'-dimethyl-[1,1'-biphenyl]-3-yl)-3-((R)-2-hydroxypent-4-enamido)propanoate